C(CCCCCCCCCCCCCCCCCCCCCCCCCCCCC(=O)N)(=O)N hexamethylenebislauramide